3-(1-cyanocyclopropyl)-6-(tetrahydro-2H-pyran-4-yl)-1H-indole-2-carboxylic acid C(#N)C1(CC1)C1=C(NC2=CC(=CC=C12)C1CCOCC1)C(=O)O